C(C1=CC=CC=C1)N1NCC2=C(C=CC=C12)NC(C1=C(C=CC(=C1)CNC(=O)C1CC1)Cl)=O N-(1-benzyl-2H-indazol-4-yl)-2-chloro-5-{[(cyclopropylcarbonyl)amino]methyl}benzamide